(S)-3-((S)-2-amino-3-oxo-4-(2,3,5,6-tetrafluoro-4-(hydroxymethyl)phenoxy)butyl)pyrrolidin-2-one N[C@@H](C[C@H]1C(NCC1)=O)C(COC1=C(C(=C(C(=C1F)F)CO)F)F)=O